ClC1=NC=NC(=C1CO)Cl (4,6-Dichloropyrimidin-5-yl)methanol